C(C1=CC=CC=C1)OC=1C(=C(C(=CC1)C)C1=NC(=CC2=C1N=CN=C2NCC2=C(C=C(C=C2)OC)OC)Cl)C 8-(3-(benzyloxy)-2,6-dimethylphenyl)-6-chloro-N-(2,4-dimethoxybenzyl)pyrido[3,4-d]pyrimidin-4-amine